C(C)[C@H]1[C@@](C1)(C)NS(=O)(=O)C=1C=CC=2N(C1)C=NC2 N-((cis)-2-ethyl-1-methylcyclopropyl)imidazo[1,5-a]pyridine-6-sulfonamide